O(C)C1=NSC(=N1)NC(=O)N1CCC12CN(CC2)C=2C1=C(N=CN2)NC=C1 N-(3-methoxyl-1,2,4-Thiadiazol-5-yl)-6-(7H-pyrrolo[2,3-d]pyrimidin-4-yl)-1,6-diazaspiro[3.4]octane-1-Carboxamide